[Ir].C1(=CC=CC=C1)C1=NC=CC=C1.C1(=CC=CC=C1)C1=NC=CC=C1 di(2-phenylpyridine) iridium